The molecule is a O-butenoyl-L-carnitine in which the acyl group is specified as crotonyl. It is an O-butenoyl-L-carnitine and a (2E)-enoyl-L-carnitine. It derives from a crotonic acid. C/C=C/C(=O)O[C@H](CC(=O)[O-])C[N+](C)(C)C